C(C(=O)OC#CC)(=O)OCC=C allyl 2-propynyl oxalate